(S)-4-(((R)-2-(benzyloxy)propoxy)methyl)-5-oxo-oxazolidine-3-carboxylic acid benzyl ester C(C1=CC=CC=C1)OC(=O)N1COC([C@@H]1COC[C@@H](C)OCC1=CC=CC=C1)=O